N1CCNC(CC1)=O 1,4-diazepan-5-on